FC1=C(SC(=C1)C(C)(C)O)[S@](=O)(N)=NC(NC1=C2C(=NC3=C1CCC3)C(CC2)C)=O (S)-3-fluoro-5-(2-hydroxypropan-2-yl)-N'-((3-methyl-1,2,3,5,6,7-hexahydrodicyclopenta[b,e]pyridin-8-yl)carbamoyl)thiophene-2-sulfonimidamide